2,6,7-trichloro-3-(4-methylpiperazin-1-yl)quinoxaline ClC1=NC2=CC(=C(C=C2N=C1N1CCN(CC1)C)Cl)Cl